azidopyridin-2-amine N(=[N+]=[N-])C=1C(=NC=CC1)N